N7-(dibenzo[b,d]thiophen-2-yl)-N2,N2,N7-triphenyldibenzo[b,d]thiophene-2,7-diamine C1=C(C=CC=2SC3=C(C21)C=CC=C3)N(C3=CC2=C(C1=C(S2)C=CC(=C1)N(C1=CC=CC=C1)C1=CC=CC=C1)C=C3)C3=CC=CC=C3